5,6,7,8-tetrahydropteridine N1=CN=CC=2NCCNC12